ClC=1C=2C(N=C3N(C2C=CC1)C1=CC=C(C=C1C31CCCCC1)C1CCC(CC1)C(=O)O)=O 4-(4'-chloro-5'-oxo-5'H-spiro[cyclohexane-1,7'-indolo[1,2-a]quinazolin]-9'-yl)cyclohexane-1-carboxylic acid